CC1=C(C(C(=O)[O-])=CC=C1)O 3-methylsalicylate